bis(3,5-di-tert-butyl-4-hydroxyhydrocinnamoyl)hydrazine CC(C)(C)C1=CC(=CC(=C1O)C(C)(C)C)CCC(=O)NNC(=O)CCC2=CC(=C(C(=C2)C(C)(C)C)O)C(C)(C)C